2-bromo-1-(4-methylphenyl)-1-(2-methoxymethoxy-5-methylphenyl)-ethylene BrC=C(C1=C(C=CC(=C1)C)OCOC)C1=CC=C(C=C1)C